ClC1=C(C(=CC(=C1)F)Cl)C=1C=CC(=C2CCCN(C12)C(=O)OC(C)(C)C)C[C@@H](C(=O)OC)NC(C1=C(C=CC=C1F)F)=O tert-butyl (S)-8-(2,6-dichloro-4-fluorophenyl)-5-(2-(2,6-difluoro benzamido)-3-methoxy-3-oxopropyl)-3,4-dihydroquinoline-1(2H)-carboxylate